C(C)(C)(C)OC(N(C)C1CN(CC1)C1=C(C=C(C(=C1)F)C=1C=NC(=NC1)N1CCOCC1)NC(C1=CC(=CC(=C1)Cl)Cl)=O)=O (1-(2-(3,5-Dichlorobenzoylamino)-5-fluoro-4-(2-morpholinopyrimidin-5-yl)phenyl)pyrrolidin-3-yl)(methyl)carbamic acid tert-butyl ester